4-[4-[4-[4-[[2-(2,4-Dichlorophenyl)-2-(1H-1,2,4-triazol-1-ylmethyl)-1,3-dioxolan-4-yl]methoxy]phenyl]-1-piperazinyl]phenyl]-2,4-dihydro-2-isopropyl-3H-1,2,4-triazol-3-one ClC1=C(C=CC(=C1)Cl)C1(OCC(O1)COC1=CC=C(C=C1)N1CCN(CC1)C1=CC=C(C=C1)N1C(N(N=C1)C(C)C)=O)CN1N=CN=C1